3-(propan-2-ylamino)propan-2-ol CC(C)NCC(C)O